4-tert-butylphenyl-triazene C(C)(C)(C)C1=CC=C(C=C1)N=NN